COC1=CC=C(C[C@](N)(C(=O)O)C)C=C1 O-methyl-α-methyltyrosine